[(1-Methyl-1,2-ethanediyl)bis(oxy)]bispropanol CC(COCCCO)OCCCO